N1(CCCC1)CCCN 3-(pyrrolidine-1-yl)propane-1-amine